[K+].S(=O)(=O)([O-])OCC(CO)(CO)CO pentaerythritol sulfate potassium salt